tert-butyl [4-chloro-2-(5-{1-[(6,7-dimethoxy-2-methylquinazolin-4-yl)amino]ethyl}-2-thienyl)benzyl]carbamate ClC1=CC(=C(CNC(OC(C)(C)C)=O)C=C1)C=1SC(=CC1)C(C)NC1=NC(=NC2=CC(=C(C=C12)OC)OC)C